N-(3,4-dichloro-2-fluoro-phenyl)-7-[2-[(1R,5S)-3-methyl-3-azabicyclo[3.1.0]hexan-1-yl]ethynyl]-6-nitro-quinazolin-4-amine ClC=1C(=C(C=CC1Cl)NC1=NC=NC2=CC(=C(C=C12)[N+](=O)[O-])C#C[C@@]12CN(C[C@H]2C1)C)F